BrC1=NN(C2=NC(=NC(=C21)Cl)Cl)C 3-bromo-4,6-dichloro-1-methyl-1H-pyrazolo[3,4-d]pyrimidine